4-(bromomethyl)-2-chloro-benzonitrile BrCC1=CC(=C(C#N)C=C1)Cl